C1(CC1)CN1CC[C@]23CCNC(C[C@]2([C@H]1CC1=CC=C(C=C13)OC)O)CC (5aS,6R,11bS)-14-(cyclopropylmethyl)-4-ethyl-10-methoxy-2,3,4,5,6,7-hexahydro-6,11b-(epiminoethano)naphtho[1,2-d]Azepin-5a(1H)-ol